2-{[([1,1'-biphenyl]-3-yl)oxy]methyl} ethylene oxide C1(=CC(=CC=C1)OCC1CO1)C1=CC=CC=C1